ClC1=C(N=C2N(C1=O)C=C(N=C2C2=CC=C(C=C2)Cl)C2CC(OCC2)C=2C=NN(C2)C)C 3-chloro-9-(4-chlorophenyl)-2-methyl-7-(2-(1-methyl-1H-pyrazol-4-yl)tetrahydro-2H-pyran-4-yl)-4H-pyrazino[1,2-a]pyrimidin-4-one